[N+](=[N-])=C(C(C)=O)P(OC)(OC)=O Dimethyl P-(1-diazo-2-oxopropyl)phosphonate